BrC1=C(C=C(C=C1OC)OC)OC 2-Bromo-1,3,5-trimethoxybenzene